tridecane-1,13-diyl bis(2-hexyldecanoate) C(CCCCC)C(C(=O)OCCCCCCCCCCCCCOC(C(CCCCCCCC)CCCCCC)=O)CCCCCCCC